C(C)(=O)OCC(C[C@@H]1[C@@H]([C@@H]2OC3([C@@H]([C@H]([C@@H]2O1)OC(C)=O)O[C@H](CC3)CCOC(C(C)(C)C)=O)OC)OCC3=CC=CC=C3)OC(C)=O 3-((2R,3S,3aS,7R,8aR,9S,9aR)-9-acetoxy-3-(benzyloxy)-4a-methoxy-7-(2-(pivaloyloxy)ethyl)decahydrofuro[3,2-b]pyrano[2,3-e]pyran-2-yl)propane-1,2-diyl diacetate